(R)-5-(3-isopropoxyphenyl)-5,8,8-trimethyl-3-(trifluoromethyl)-5,8,9,10-tetrahydrobenzo[b][1,8]naphthyridin-6(7H)-one C(C)(C)OC=1C=C(C=CC1)[C@]1(C2=C(NC=3N=CC(=CC13)C(F)(F)F)CC(CC2=O)(C)C)C